3-methyl-mercaptopropionic acid CCC(C(=O)O)S